CCCCCCCCCCCCCCCCCCCCCC(=O)O[C@H](COC(=O)CCCCCCC/C=C\\CCCCCCCC)COP(=O)([O-])OCC[N+](C)(C)C The molecule is a phosphatidylcholine 40:1 in which the acyl groups specified at positions 1 and 2 are (9Z)-octadecenoyl and docosanoyl respectively. It derives from an oleic acid and a docosanoic acid.